BrC1=C(C=CC(=C1)OC)CBr 2-bromo-1-(bromomethyl)-4-methoxybenzene